(6-Chloropyrazin-2-yl)-4,6'-dimethyl-[3,4'-bipyridine]-2'-carboxamide ClC1=CN=CC(=N1)C1=NC=CC(=C1C1=CC(=NC(=C1)C)C(=O)N)C